CN1N=C2C(=CC(=CC2=C1)C1=CC=C2C(N(C(=NC2=C1)C)C1CCN(CC1)C(=O)OC(C)(C)C)=O)C tert-butyl 4-(7-(2,7-dimethyl-2H-indazol-5-yl)-2-methyl-4-oxoquinazolin-3(4H)-yl)piperidine-1-carboxylate